NC1=C(C(NC2=C(C=CC=C12)C1=NC(=CN=C1)OC)=O)C(=O)NCCC 4-Amino-8-(6-methoxypyrazin-2-yl)-2-oxo-N-propyl-1,2-dihydroquinoline-3-carboxamide